C(=O)[O-].C(#N)C[N+](CCOCCNC(C1=C(C=C(C=C1)NC=1C=2N(C=CN1)C(=CN2)C2=C(C(=C(C=C2)OC)F)F)CC)=O)(C)C N-(Cyanomethyl)-2-(2-(4-((3-(2,3-difluoro-4-methoxyphenyl)imidazo[1,2-a]pyrazin-8-yl)amino)-2-ethylbenzamido)ethoxy)-N,N-dimethylethan-1-aminium formate